N-(2-hydroxy-5-nitrophenyl)-1-methyl-6-oxo-1,6-dihydropyridazine-3-carboxamide OC1=C(C=C(C=C1)[N+](=O)[O-])NC(=O)C1=NN(C(C=C1)=O)C